The molecule is an ammonium ion that is the conjugate acid of akuammicine, arising from the protonation of the tertiary amino group. It is a conjugate acid of an akuammicine. C/C=C\\1/C[NH+]2CC[C@@]34[C@@H]2C[C@@H]1C(=C3NC5=CC=CC=C45)C(=O)OC